CC12CC(CC(NC1)C2)(C)C 1,3,3-trimethyl-6-azabicyclo[3.2.1]-octane